C1(CC1)[C@@H](C)NC=1N=CC2=C(N1)NC=C2C2=CC1=C(C(NCCO1)=O)C=C2 (R)-8-(2-((1-cyclopropylethyl)amino)-7H-pyrrolo[2,3-d]pyrimidin-5-yl)-3,4-dihydrobenzo[f][1,4]oxazepin-5(2H)-one